1,5-anhydro-2,3-dideoxy-3-(7,8-dimethyl-4-oxo-6-((6-(1-(2,2,2-trifluoroethyl)-1H-pyrazol-4-yl)pyridin-3-yl)methyl)quinazolin-3(4H)-yl)-L-threo-pentitol CC1=C(C=C2C(N(C=NC2=C1C)[C@H]1CCOC[C@@H]1O)=O)CC=1C=NC(=CC1)C=1C=NN(C1)CC(F)(F)F